(2S,4S)-4-(7-bromo-4-(3-(dimethylamino)-3-methylazetidin-1-yl)-6-fluoro-8-methyl-1H-[1,2,3]triazolo[4,5-c]quinolin-1-yl)-2-(cyanomethyl)piperidine-1-carboxylic acid tert-butyl ester C(C)(C)(C)OC(=O)N1[C@@H](C[C@H](CC1)N1N=NC=2C(=NC=3C(=C(C(=CC3C21)C)Br)F)N2CC(C2)(C)N(C)C)CC#N